C1[C@@H](CCCCCCCCCC)O1 (R)-1,2-epoxydodecane